C(CCCCCCCCCCCCCCC)(=O)O.C(CCCCCCCCCCCCCCC)(=O)O palmitic acid (hexadecanoate)